5-(tert-butoxy)-5-oxo-4-(4,7,10-tris(2-amino-2-oxoethyl)-1,4,7,10-tetraazacyclododecan-1-yl)pentanoic acid C(C)(C)(C)OC(C(CCC(=O)O)N1CCN(CCN(CCN(CC1)CC(N)=O)CC(N)=O)CC(=O)N)=O